CN(C)CC1=C(C2=CNN=C2C(=C1)C(=O)OC)OC methyl 5-[(dimethylamino)methyl]-4-methoxy-2H-indazole-7-carboxylate